COC1=CC=2C=C3C(NC2C(=C1)C)(CCC3)C 7-Methoxy-3a,5-dimethyl-2,3,3a,4-tetrahydro-1H-cyclopenta[b]quinoline